ClC=1C(N(C(=CC1OCC1=NC=C(C=C1F)F)C)C1=CC(=NC=C1C)C1=NC(=NC=C1)C(C(=O)N)(C)C)=O 2-(4-(3-chloro-4-((3,5-difluoropyridin-2-yl)methoxy)-5',6-dimethyl-2-oxo-2H-[1,4'-bipyridin]-2'-yl)pyrimidin-2-yl)-2-methylpropanamide